NC=1C=CC=2N=CN(C(C2N1)=O)CC1(CCN(CC1)C(=O)[C@H]1[C@@H](CN(CC1)CC1=C(C=CC=C1)F)C1=CC=CC=C1)O 6-amino-3-[[1-[(3R,4R)-1-[(2-fluorophenyl)methyl]-3-phenyl-piperidine-4-carbonyl]-4-hydroxy-4-piperidinyl]methyl]pyrido[3,2-d]pyrimidin-4-one